C(CCCCCCC\C=C/C[C@H](O)CCCCCC)(=O)OC methyl ricinoleate